O=S1C(CNCC1)=O 1,2-dioxothiomorpholine